tert-butyl N-[(3S,3aR,6S,6aR)-6-[(2-cyclopropylethyl)[2-(2,6-dioxopiperidin-3-yl)-1-oxo-3H-isoindol-4-yl]amino]-hexahydrofuro[3,2-b]furan-3-yl]carbamate C1(CC1)CCN([C@H]1CO[C@H]2[C@@H]1OC[C@@H]2NC(OC(C)(C)C)=O)C2=C1CN(C(C1=CC=C2)=O)C2C(NC(CC2)=O)=O